5-[(4R,10bS)-8-[(3R,4R)-4-amino-3-hydroxy-3-methyl-pyrrolidin-1-yl]-9-fluoro-4-methyl-3,4,6,10b-tetrahydro-1H-pyrazino[2,1-a]isoindol-2-yl]quinoline-8-carbonitrile N[C@H]1[C@](CN(C1)C=1C=C2CN3[C@@H](C2=CC1F)CN(C[C@H]3C)C3=C1C=CC=NC1=C(C=C3)C#N)(C)O